Cl.NC[C@@H](CCl)O (S)-1-amino-3-chloropropan-2-ol hydrochloride